tin lanthanum yttrium cerium [Ce].[Y].[La].[Sn]